(3aR,4R,6aR)-1-benzyl-4-methyl-octahydropyrrolo[3,4-b]pyrrole C(C1=CC=CC=C1)N1[C@@H]2[C@H](CC1)[C@H](NC2)C